racemic-N-[(3RS)-3-hydroxybutyl]-5-(1-methyl-1H-pyrazol-3-yl)-6-[4-(trifluoromethyl)phenoxy]pyridine-3-carboxamide O[C@@H](CCNC(=O)C=1C=NC(=C(C1)C1=NN(C=C1)C)OC1=CC=C(C=C1)C(F)(F)F)C |r|